N-Benzyl-p-Toluenesulfonamide CC1=CC=C(C=C1)S(=O)(=O)NCC2=CC=CC=C2